3-Methoxy-3-methylbutanal COC(CC=O)(C)C